C(=O)(OC(C)(C)C)N([C@@H](CC(C)C)C(=O)O)C1=C2C(C(=O)NC2=O)=CC=C1 Boc-L-leucineO-phthalimide